O[C@@H]1[C@H](CC2=CC=CC=C12)NC(=O)C=1SC=C2C1N=C(NC2=O)C2=CC=NC=C2 N-((1S,2S)-1-hydroxy-2,3-dihydro-1H-inden-2-yl)-4-oxo-2-(pyridin-4-yl)-3,4-dihydrothieno[3,4-d]pyrimidine-7-carboxamide